N1=C(C=CC=C1)SC1=CC=C(C=N1)C(=O)OC methyl 6-(2-pyridylsulfanyl)pyridine-3-carboxylate